O-(7-azabenzotriazol-1-yl)-N,N,N',N'-tetramethyluronium hexafluorophosphate salt F[P-](F)(F)(F)(F)F.N1(N=NC2=C1N=CC=C2)OC(=[N+](C)C)N(C)C